ClC1=NC=C2C=C(C(N(C2=C1)C(C)C)=O)C1=CC(=CC(=C1)OC)OC 7-chloro-3-(3,5-dimethoxyphenyl)-1-isopropyl-1,6-naphthyridin-2(1H)-one